tert-Butyl-4-(3-chloro-5-(2-isopropylphenyl)-2-methylpyrido[2,3-d]pyridazin-8-yl)piperazine-1-carboxylate C(C)(C)(C)OC(=O)N1CCN(CC1)C=1N=NC(=C2C1N=C(C(=C2)Cl)C)C2=C(C=CC=C2)C(C)C